2-chloro-5-{[(2,2-dimethylpropionyl)amino]methyl}-N-[1-(3-methoxyphenyl)-1H-indazol-4-yl]benzamide ClC1=C(C(=O)NC2=C3C=NN(C3=CC=C2)C2=CC(=CC=C2)OC)C=C(C=C1)CNC(C(C)(C)C)=O